FC=1C=CC(=NC1)C1=NN2C(COC(C2)(C)C)=C1C1=CC(=NC=C1)NC(CC)=O N-(4-(2-(5-Fluoropyridin-2-yl)-6,6-dimethyl-6,7-dihydro-4H-pyrazolo[5,1-c][1,4]oxazin-3-yl)pyridin-2-yl)propionamide